2-(3'-tert-butyl-2'-hydroxy-5'-(2-meth-oxycarbonylethyl)phenyl)benzotriazole C(C)(C)(C)C=1C(=C(C=C(C1)CCC(=O)OC)N1N=C2C(=N1)C=CC=C2)O